(4-((2-amino-3-chloropyridin-4-yl)oxy)-3-fluorophenyl)-1-(6-fluoropyridazin-3-yl)-5-(trifluoromethyl)-1H-pyrazole-4-carboxamide NC1=NC=CC(=C1Cl)OC1=C(C=C(C=C1)C1=NN(C(=C1C(=O)N)C(F)(F)F)C=1N=NC(=CC1)F)F